(2S,4S,5R,6R)-2-((4-(but-3-yn-1-yloxy)benzyl)thio)-6-((1R,2R)-3-(2-(4-chlorophenyl)acetamido)-1,2-dihydroxypropyl)-4-hydroxy-5-(2-hydroxyacetamido)tetrahydro-2H-pyran-2-carboxylic acid C(CC#C)OC1=CC=C(CS[C@]2(O[C@H]([C@@H]([C@H](C2)O)NC(CO)=O)[C@@H]([C@@H](CNC(CC2=CC=C(C=C2)Cl)=O)O)O)C(=O)O)C=C1